(1R,3S,5R)-N-(methylsulfonyl)-2-azabicyclo[3.1.0]hexane-3-carboxamide hydrochloride Cl.CS(=O)(=O)NC(=O)[C@H]1N[C@@H]2C[C@@H]2C1